ClC1=C(\C=N\NC(N)=S)C(=CC=C1)Cl (E)-2-(2,6-dichlorobenzylidene)hydrazinethiocarboxamide